2-amino-N-(trideuteromethyl)benzamide NC1=C(C(=O)NC([2H])([2H])[2H])C=CC=C1